3-(2-((allyloxy)methyl)-5-chlorophenyl)morpholine ethyl-(4-((7-morpholinoquinoxalin-5-yl)amino)cyclohexyl)carbamate C(C)N(C(O)=O)C1CCC(CC1)NC1=C2N=CC=NC2=CC(=C1)N1CCOCC1.C(C=C)OCC1=C(C=C(C=C1)Cl)C1NCCOC1